3-fluoro-4-(4-methyl-1-piperazinyl)phenylboronic acid FC=1C=C(C=CC1N1CCN(CC1)C)B(O)O